N4-ethyl-N6-(7-methoxy-1,2,3,4-tetrahydroisoquinolin-6-yl)-3-(trifluoromethyl)-1H-pyrrolo[2,3-b]pyridine-4,6-diamine C(C)NC=1C2=C(N=C(C1)NC=1C=C3CCNCC3=CC1OC)NC=C2C(F)(F)F